7-chloro-N-[6-(2,2-difluoroethoxy)-5-fluoro-2-methoxy-3-pyridyl]-1-keto-2-methyl-isoquinoline-4-sulfonamide ClC1=CC=C2C(=CN(C(C2=C1)=O)C)S(=O)(=O)NC=1C(=NC(=C(C1)F)OCC(F)F)OC